3-chloro-5-{2-[3-(hydroxymethyl)-4-[(4-methanesulfonylphenoxy)methyl]pyrrolidin-1-yl]ethyl}benzonitrile ClC=1C=C(C#N)C=C(C1)CCN1CC(C(C1)COC1=CC=C(C=C1)S(=O)(=O)C)CO